Cobalt-disodium salt [Na].[Na].[Co]